3-(4-(2,5-Diazabicyclo[2.2.2]octan-2-yl)-8-fluoro-2-(((S)-1-methylpyrrolidin-2-yl)methoxy-d2)pyrido[4,3-d]pyrimidin-7-yl)-5-chloro-4-(trifluoromethyl)phenol C12N(CC(NC1)CC2)C=2C1=C(N=C(N2)OC([2H])([2H])[C@H]2N(CCC2)C)C(=C(N=C1)C=1C=C(C=C(C1C(F)(F)F)Cl)O)F